5'-(3,4-difluorophenyl)-5',6'-dihydrospiro[cyclopentane-1,7'-pyrrolo[2,3-b]pyrazine] FC=1C=C(C=CC1F)N1CC2(C=3C1=NC=CN3)CCCC2